2,2',2''-[(2S)-10-(carboxymethyl)-2-(4-ethoxybenzyl)-1,4,7,10-tetraazacyclododecane-1,4,7-triyl]triacetate C(=O)(O)CN1CCN(CCN(C[C@@H](N(CC1)CC(=O)[O-])CC1=CC=C(C=C1)OCC)CC(=O)[O-])CC(=O)[O-]